BrCC1=NCCC=2C3=CC=CC=C3NC12 bromo-harmane